6-(6-ethoxypyridin-3-yl)-N-((5-methoxy-2-methylpyridin-3-yl)methoxy)pyrazine-2-carboxamide C(C)OC1=CC=C(C=N1)C1=CN=CC(=N1)C(=O)NOCC=1C(=NC=C(C1)OC)C